potassium 4-(((2S,4R)-1-([1,1'-biphenyl]-4-yl)-5-ethoxy-4-methyl-5-oxopentan-2-yl) amino)-4-oxobutanoate C1(=CC=C(C=C1)C[C@H](C[C@H](C(=O)OCC)C)NC(CCC(=O)[O-])=O)C1=CC=CC=C1.[K+]